C1(CC1)OC=1C=C(C=C2C=C(C=NC12)C)C(=O)N 8-(cyclopropyloxy)-3-methylquinoline-6-carboxamide